(1r,3r)-3-(4-(2-(4-((6-chloropyridin-4-yl)oxy)phenyl)propan-2-yl)phenoxy)cyclobutane ClC1=CC(=CC=N1)OC1=CC=C(C=C1)C(C)(C)C1=CC=C(OC2CCC2)C=C1